Monon-butyl fumarate C(\C=C\C(=O)[O-])(=O)OCCCC